N-(2-iodophenyl)-2-((7-(trifluoromethyl)-[1,2,4]triazolo[1,5-c]pyrimidin-2-yl)thio)acetamide IC1=C(C=CC=C1)NC(CSC1=NN2C=NC(=CC2=N1)C(F)(F)F)=O